N-[3-[7-fluoro-2-(4-fluorophenyl)-5-(trifluoromethyl)-1H-indol-3-yl]cyclobutyl]-2-hydroxy-2-methyl-propionamide FC=1C=C(C=C2C(=C(NC12)C1=CC=C(C=C1)F)C1CC(C1)NC(C(C)(C)O)=O)C(F)(F)F